(RS)-3-dichloroacetyl-5-(2-furanyl)-2,2-dimethyl-1,3-oxazolidine ClC(C(=O)N1C(O[C@H](C1)C=1OC=CC1)(C)C)Cl |r|